OC1=CC=C(C=C1)CC(=O)N[C@@H](CC1=CC=CC=C1)C(=O)O N-(p-hydroxyphenylacetyl)phenylalanine